C(C=C)C1=CC=C([O-])C=C1.[Li+] lithium 4-allylphenoxide